3-(((3-(dimethylamino)propoxy)carbonyl)oxy)pentadecyl-6,6-bis((3-ethylpentyl)oxy)hexanoate CN(CCCOC(=O)OC(CCOC(CCCCC(OCCC(CC)CC)OCCC(CC)CC)=O)CCCCCCCCCCCC)C